BrC=1C=C(C(=C2C(=CN=CC12)[Sn](C)(C)C)OCF)F 8-bromo-6-fluoro-5-(fluoromethoxy)-4-(trimethylstannyl)isoquinoline